FC=1C=C2C(N(C(=NC2=C(C1)[C@@H](C)NC=1C(NC=CC1)=O)N1CC=2N(N=CC2C1)C)C)=O (R)-6-fluoro-3-methyl-2-(1-methyl-4,6-dihydropyrrolo[3,4-c]pyrazol-5(1H)-yl)-8-(1-((2-oxo-1,2-dihydropyridin-3-yl)amino)ethyl)quinazolin-4(3H)-one